(1S)-3-((R)-3-(1-(7-cyclopropyl-3-((R)-1-(2,4-dichlorophenyl)ethyl)-3H-[1,2,3]triazolo[4,5-d]pyrimidin-5-yl)azetidin-3-yl)piperidin-1-yl)cyclopentane-1-carboxylic acid C1(CC1)C=1C2=C(N=C(N1)N1CC(C1)[C@@H]1CN(CCC1)C1C[C@H](CC1)C(=O)O)N(N=N2)[C@H](C)C2=C(C=C(C=C2)Cl)Cl